6-chloro-2-methyl-1H-pyrrolo[3,4-c]pyridin-3-one ClC1=CC2=C(C=N1)C(N(C2)C)=O